C(C)N(S(=O)(=O)C1=CC(=C(C=C1)OC)N1CCN(CC1)C(C1=C(C=C(C=C1)F)C(F)(F)F)=O)CC N,N-diethyl-3-[4-[4-fluoro-2-(trifluoromethyl)-benzoyl]piperazin-1-yl]-4-methoxybenzenesulfonamide